Piperidin-1-ium chloride [Cl-].[NH2+]1CCCCC1